Ethyl vinyl sulfoxide C(=C)S(=O)CC